cycloheptylamine 2-(1-hydroxypentyl)benzoate OC(CCCC)C1=C(C(=O)O)C=CC=C1.C1(CCCCCC1)N